BrC1=CC=C(C=C1)C=1N=NN(C1)CC1=NC=C(C(=O)OC)C=C1F methyl 6-((4-(4-bromophenyl)-1H-1,2,3-triazol-1-yl) methyl)-5-fluoronicotinate